2-(3-ethylsulfonylpyridin-2-yl)-5-pentafluoroethyl-benzoxazole C(C)S(=O)(=O)C=1C(=NC=CC1)C=1OC2=C(N1)C=C(C=C2)C(C(F)(F)F)(F)F